BrC=1C=C(C(N(C1)C)=O)NC1=NC(=NC=C1)CC 5-Bromo-3-(2-ethylpyrimidin-4-ylamino)-1-methylpyridin-2(1H)-one